C(#N)C1=C2C(=NC=C1OC1=CC(=NC=C1)NC(=O)NC1CC1)N=C(N2C)NC=2C(N(C=C(C2)C(F)(F)F)C)=O 1-(4-((7-cyano-1-methyl-2-((1-methyl-2-oxo-5-(trifluoromethyl)-1,2-dihydropyridin-3-yl)amino)-1H-imidazo[4,5-b]pyridin-6-yl)oxy)pyridin-2-yl)-3-cyclopropylurea